C(C1=CC=CC=C1)SC1=CC(=C2C=NN(C2=C1)C=1SC(=NN1)C(F)F)Cl 2-(6-benzylsulfanyl-4-chloro-indazol-1-yl)-5-(difluoromethyl)-1,3,4-thiadiazole